N(C)CC(=O)OC(CCCCCCCCCCCCCCC)=O.[Na] Sodium palmitoyl sarcosinate